(Z)-2-(2-Benzyl-1-(4-(4-fluorophenoxy)benzylidene)-6-methoxy-1H-inden-3-yl)-acetic acid C(C1=CC=CC=C1)C=1/C(/C2=CC(=CC=C2C1CC(=O)O)OC)=C/C1=CC=C(C=C1)OC1=CC=C(C=C1)F